COC1=CC=C(C=C1)C1CCN(CC1)C1=C(C(N(C2=CC=CC=C12)C)=O)C(=O)N 4-[4-(4-Methoxyphenyl)piperidin-1-yl]-1-methyl-2-oxo-1,2-dihydroquinoline-3-carboxamide